1-[(1,1-dimethyl-3,4-dihydro-2H-isoquinolin-7-yl)methyl]-N-{[2-fluoro-3-methoxy-6-(4-methyl-1,2,3-triazol-1-yl)phenyl]methyl}-3-(methoxymethyl)pyrazole-4-carboxamide CC1(NCCC2=CC=C(C=C12)CN1N=C(C(=C1)C(=O)NCC1=C(C(=CC=C1N1N=NC(=C1)C)OC)F)COC)C